NC=1C=C(C=C(C1)C(F)(F)F)[C@@H](C)NC1=NC(=NC2=CC(=C(C=C12)O[C@@H]1COCC1)C(=O)N1CCOCC1)C (4-(((R)-1-(3-amino-5-(trifluoromethyl)phenyl)ethyl)amino)-2-methyl-6-(((S)-tetrahydrofuran-3-yl)oxy)quinazolin-7-yl)(morpholino)methanone